aminotetramethylpiperidine oxide NC1(C([N+](CCC1)(C)[O-])(C)C)C